2-(5-ethyl-1,2-oxazole-3-carbonyl)-8,8-dimethyl-7-oxo-2-azaspiro[3.5]non-5-ene-6-carbonitrile C(C)C1=CC(=NO1)C(=O)N1CC2(C1)C=C(C(C(C2)(C)C)=O)C#N